ClC1=C(C=CC(=C1)C)N1C(C(CC1)NC(C(=O)C1=CNC2=CC=C(C=C12)C(=O)O)=O)=O 3-(2-((1-(2-Chloro-4-methylphenyl)-2-oxopyrrolidin-3-yl)amino)-2-oxoacetyl)-1H-indole-5-carboxylic acid